C(C1=CC=CC=C1)N1C(C(C(=C1C1=CC=C(C=C1)OC)C)(C)CCCCC#N)=O 5-(1-benzyl-5-(4-methoxyphenyl)-3,4-dimethyl-2-oxo-2,3-dihydro-1H-pyrrol-3-yl)valeronitrile